(5-hydroxypentyl)pyridin-1-ium OCCCCC[N+]1=CC=CC=C1